N[C@@H](C(C)C)C(=O)N[C@@H](C)C(=O)O Valyl-L-alanin